malonic acid (Malonate) C(CC(=O)O)(=O)O.C(CC(=O)O)(=O)O